chloro-5,5-dimethyl-[3,4,5,6-tetrahydro[1,1'-biphenyl]] ClC1=C(CC(CC1)(C)C)C1=CC=CC=C1